Methyl (dimethoxyphosphoryl)acetate COP(=O)(OC)CC(=O)OC